FC(C(=O)O)(F)F.C1N(CC12CCNCC2)C(=O)OC methyl 2,7-diazaspiro[3.5]nonane-2-carboxylate trifluoroacetate